Iron sodium ethylenediamine tetraacetate C(C)(=O)ON(CCN(OC(C)=O)OC(C)=O)OC(C)=O.[Na].[Fe]